BrC1=CC=C(C=C1)N1N=CNC1=O 2-(4-bromophenyl)-2,4-dihydro-3H-1,2,4-triazol-3-one